ClC1=C(C=CC(=C1)C)C1CC=2C=NN(C(C2CC1)=O)C1=NC=CC=N1 6-(2-chloro-4-methylphenyl)-2-(pyrimidin-2-yl)-5,6,7,8-tetrahydrophthalazin-1(2H)-one